ClC=1C2=C(N=C(N1)C(C)(F)F)SC(=C2)C 4-chloro-2-(1,1-difluoroethyl)-6-methylthieno[2,3-d]pyrimidine